[Si](C)(C)(C(C)(C)C)OCC1=C(C=NC(=C1)C(F)(F)F)C1=CC=C(C=C1)C1(CC(C1)F)C(=O)OC methyl 1-(4-(4-(((tert-butyldimethylsilyl) oxy) methyl)-6-(trifluoromethyl) pyridin-3-yl) phenyl)-3-fluorocyclobutanecarboxylate